O1CCC2=C1C=C(C=C2)C(=O)[O-] 2,3-Dihydrobenzofuran-6-carboxylate